Ferrocenium Lactate C(C(O)C)(=O)[O-].C1C=CC=C1.[CH-]1C=CC=C1.[Fe+2]